3-[[4-(2,6-dimethylphenyl)-6-[(1S,2R)-1-isobutyl-4-methyl-2-(methylamino)pentoxy]pyrimidin-2-yl]sulfamoyl]benzoic acid CC1=C(C(=CC=C1)C)C1=NC(=NC(=C1)O[C@H]([C@@H](CC(C)C)NC)CC(C)C)NS(=O)(=O)C=1C=C(C(=O)O)C=CC1